NC=1N(N=C2C=CC(=CC12)C=1C(=NC(=NC1)N1CCC(CC1)N)C1=CC(=C(C#N)C=C1)F)C 4-[5-(3-amino-2-methylindazol-5-yl)-2-(4-aminopiperidin-1-yl)pyrimidin-4-yl]-2-fluorobenzonitrile